(1S,2R)-2-((S)-1-((1,3-dioxoisoindolin-2-yl)methyl)-8-(((S)-1-nicotinoylpyrrolidin-3-yl)oxy)-1,2,3,4-tetrahydroisoquinoline-2-carbonyl)-N-methylcyclohexane-1-carboxamide O=C1N(C(C2=CC=CC=C12)=O)C[C@H]1N(CCC2=CC=CC(=C12)O[C@@H]1CN(CC1)C(C1=CN=CC=C1)=O)C(=O)[C@H]1[C@H](CCCC1)C(=O)NC